CN1CCN(CC1)C1CNC1 3-(4-methylpiperazine-1-yl)azetidine